5-phenyl-N-[(7S)-6-oxo-5,7,8,9-tetrahydropyrido[3,2-b]azepin-7-yl]-6,7-dihydro-5H-pyrrolo[1,2-b][1,2,4]triazole-2-carboxamide C1(=CC=CC=C1)C1CCC=2N1N=C(N2)C(=O)N[C@H]2CCC1=C(NC2=O)C=CC=N1